(+)-galacturonic acid O=C[C@H](O)[C@@H](O)[C@@H](O)[C@H](O)C(=O)O